FC=1C(=C(N2N=C(N=CC21)N[C@H]2[C@@H](COCC2)O)C(C)C(C)(C)F)C#N 5-Fluoro-7-(3-fluoro-3-methylbutan-2-yl)-2-(((3s,4r)-3-hydroxytetrahydro-2H-pyran-4-yl)amino)pyrrolo[2,1-f][1,2,4]triazine-6-carbonitrile